FC1=C(N)C(=C(C=C1C)B1OC(C(O1)(C)C)(C)C)F 2,6-difluoro-3-methyl-5-(4,4,5,5-tetramethyl-1,3,2-dioxaborolan-2-yl)aniline